CC(CCNC1=C(C=CC=C1)[C@H]1NCCCC1)C (S)-3-methyl-(2-piperidylphenyl)-1-butylamine